FC=1C=C(C=CC1C=1N=C2SC3=C(N2C1)C=C(C(=C3)C(NC3CCN(CC3)C)=O)OC)[C@@H]3N(C[C@H](C3)O)C(=O)OC(C)(C)C tert-butyl (trans)-2-(3-fluoro-4-(6-methoxy-7-((1-methylpiperidin-4-yl)carbamoyl)benzo[d]imidazo[2,1-b]thiazol-2-yl)phenyl)-4-hydroxypyrrolidine-1-carboxylate